3-chloro-2-(8-chloro-2-cyclopropyl-5-(2,3-dihydroxypropoxy)-4-oxo-1,6-naphthyridin-1(4H)-yl)benzonitrile ClC=1C(=C(C#N)C=CC1)N1C(=CC(C2=C(N=CC(=C12)Cl)OCC(CO)O)=O)C1CC1